ClC=1C(=CC(=NC1)N1CCC(CC1)C(=O)N(C)C)NC=1C=C2C(=CC(N(C2=CC1)C)=O)N[C@H](C)C1CC1 (R)-1-(5-chloro-4-((4-((1-cyclopropylethyl)amino)-1-methyl-2-oxo-1,2-dihydroquinolin-6-yl)amino)pyridin-2-yl)-N,N-dimethylpiperidine-4-carboxamide